N-(3-chloro-5-methanesulfonamidophenyl)-5-{3-fluoro-5-[3-(trifluoromethyl)azetidin-1-yl]pyridin-2-yl}-1-methyl-1H-pyrrole-3-carboxamide ClC=1C=C(C=C(C1)NS(=O)(=O)C)NC(=O)C1=CN(C(=C1)C1=NC=C(C=C1F)N1CC(C1)C(F)(F)F)C